FCCCNCC1=NN2C(C(N1C)=O)=CC=C2 2-(((3-fluoropropyl)amino)methyl)-3-methylpyrrolo[2,1-f][1,2,4]triazin-4(3H)-one